C(CCCCCCCCC)OCC(CO)(COCCCCCCCCCC)COCCCCCCCCCC 3-(Decyloxy)-2,2-bis((decyloxy)methyl)propan-1-ol